NCCCNCCS 2-[(3-aminopropyl)amino]ethanethiol